N[C@H]1[C@@H](CC1)C#N |r| (±)-trans-2-Aminocyclobutanecarbonitrile